COC(=O)C1=CC2=C(N=C(S2)C=2CCN(CC2)C(=O)OC(C)(C)C)C(=C1)OC 2-(1-(tert-Butoxycarbonyl)-1,2,3,6-tetrahydropyridin-4-yl)-4-methoxybenzo[d]Thiazole-6-carboxylic acid methyl ester